N-((2-methoxy-5-(4-methylpiperazin-1-yl)phenyl)sulfonyl)-5-(1H-pyrazol-1-yl)quinoline-2-carboxamide COC1=C(C=C(C=C1)N1CCN(CC1)C)S(=O)(=O)NC(=O)C1=NC2=CC=CC(=C2C=C1)N1N=CC=C1